CN(C1=CC=C(C=N1)S(=O)(=O)C1=CC=C(C=C1)CNC(=O)C=1C=C2C(=NC1)NN=C2)C N-({4-[6-(dimethylamino)pyridine-3-sulfonyl]phenyl}methyl)-1H-pyrazolo[3,4-b]pyridine-5-carboxamide